Cl.NC1=NC=C(C2=C1C=NN2)NC(C(=O)N([C@@H](C)C2=C(C=C(C=C2)C(F)(F)F)C)C)=O (S)-N1-(4-amino-1H-pyrazolo[4,3-c]pyridin-7-yl)-N2-methyl-N2-(1-(2-methyl-4-(trifluoromethyl)phenyl)ethyl)oxalamide Hydrogen chloride